2-(5-amino-3-(4-(2-(pyrrolidin-1-yl)ethoxy)phenylamino)-1H-1,2,4-triazol-1-yl)-6-methylpyrimidin-4-ol NC1=NC(=NN1C1=NC(=CC(=N1)O)C)NC1=CC=C(C=C1)OCCN1CCCC1